BrC1=NNC2=CC(=CC=C12)Cl 3-bromo-6-chloro-1H-indazole